1-(4-isobutylphenyl)propan-2-one C(C(C)C)C1=CC=C(C=C1)CC(C)=O